Diethyl (1-((6-bromo-5-fluoro-3-oxo-2,3-dihydro-1H-inden-4-yl) amino)-1-oxopropan-2-yl) phosphate P(=O)(OCC)(OCC)OC(C(=O)NC1=C2C(CCC2=CC(=C1F)Br)=O)C